2,3-dimethyl-9,10-bis(isopentyloxycarbonyloxy)anthracene CC1=CC2=C(C3=CC=CC=C3C(=C2C=C1C)OC(=O)OCCC(C)C)OC(=O)OCCC(C)C